C(C)OC1=CC=2C3=C(NC2C=C1)CCNC3 8-ethoxy-2,3,4,5-tetrahydro-1H-pyrido[4,3-b]indole